COCC1=C(N=CC=2N(C3=CC=CC(=C3C21)OCC2=NC=CC=C2)C(=O)OC(C)(C)C)C(=O)OCC 9-(tert-butyl) 3-ethyl 4-(methoxymethyl)-5-(pyridin-2-ylmethoxy)-9H-pyrido[3,4-b]indole-3,9-dicarboxylate